C(C)(C)(C)OC(=O)N1C(COCCC1)C1=C(C=CC(=C1)CO)Cl 3-(2-chloro-5-(hydroxymethyl)phenyl)-1,4-oxazepan-4-carboxylic acid tert-butyl ester